(R)-7-((4-methyl-1H-pyrazol-1-yl)methyl)-2-(1H-pyrazol-4-yl)-4,5,7,8-tetrahydro-3-oxa-1-thia-5a,8-diazabenzo[cd]azulen-9(6H)-one CC=1C=NN(C1)C[C@H]1CN2C=3C(=C(SC3C(N1)=O)C=1C=NNC1)OCC2